C(C=C)[C@@]1(O[C@@H]([C@@H]([C@@H]([C@H]1OCC1=CC=CC=C1)N1N=NC(=C1)C1=CC(=C(C(=C1)F)F)F)OCC1=CC=CC=C1)COCC1=CC=CC=C1)N=[N+]=[N-] 1-((2S,3R,4S,5R,6R)-2-allyl-2-azido-3,5-bis(benzyloxy)-6-((benzyloxy)methyl)tetrahydro-2H-pyran-4-yl)-4-(3,4,5-trifluorophenyl)-1H-1,2,3-triazole